1-cyclopropyl-6-fluoro-7-(2-hydroxyethoxy)-3-({[(2-methylpyridin-4-yl)methyl][(3S)-1-(pyridin-3-yl)piperidin-3-yl]amino}methyl)-1,4-dihydroquinolin-4-one hydrochloride Cl.C1(CC1)N1C=C(C(C2=CC(=C(C=C12)OCCO)F)=O)CN([C@@H]1CN(CCC1)C=1C=NC=CC1)CC1=CC(=NC=C1)C